C1(CCC1)N1C[C@@H](C[C@H](C1)OCC)OC=1C=C2CN(C(C2=CC1)=O)C1C(NC(CC1)=O)=O 3-(5-(((3R,5R)-1-cyclobutyl-5-ethoxypiperidin-3-yl)oxy)-1-oxoisoindolin-2-yl)piperidine-2,6-dione